Methyl 4-((4-(2-(3-chlorobenzyl)-5-methyloxazol-4-yl)benzyl)oxy)benzoate ClC=1C=C(CC=2OC(=C(N2)C2=CC=C(COC3=CC=C(C(=O)OC)C=C3)C=C2)C)C=CC1